4-[[3-(3-chloro-4-methoxy-phenyl)imidazo[1,2-a]pyrazin-8-yl]amino]-N-methyl-benzenesulfonamide ClC=1C=C(C=CC1OC)C1=CN=C2N1C=CN=C2NC2=CC=C(C=C2)S(=O)(=O)NC